N-(5-Bromo-1-((2-(trimethylsilyl)ethoxy)methyl)-1H-1,2,4-triazol-3-yl)-3-(4-chloro-3,5-difluorophenyl)-N-(4-methoxybenzyl)propanamide BrC1=NC(=NN1COCC[Si](C)(C)C)N(C(CCC1=CC(=C(C(=C1)F)Cl)F)=O)CC1=CC=C(C=C1)OC